(S)-2-amino-N-(4-(4-amino-(4-phenoxyphenyl)-1H-pyrazolo[3,4-d]pyrimidin-1-yl)cyclohexyl)-pentanamide hydrochloride Cl.N[C@H](C(=O)NC1CCC(CC1)N1N=C(C=2C1=NC=NC2N)C2=CC=C(C=C2)OC2=CC=CC=C2)CCC